9,10,16-trihydroxyhexadecanoic acid OC(CCCCCCCC(=O)O)C(CCCCCCO)O